The molecule is an (omega-1)-hydroxy fatty acid ascaroside obtained by formal condensation of the alcoholic hydroxy group of (2E,14R)-14-hydroxypentadec-2-enoic acid with ascarylopyranose (the alpha anomer). It is a metabolite of the nematode Caenorhabditis elegans. It has a role as a Caenorhabditis elegans metabolite. It is an alpha,beta-unsaturated monocarboxylic acid and an (omega-1)-hydroxy fatty acid ascaroside. It derives from a (2E,14R)-14-hydroxypentadec-2-enoic acid. It is a conjugate acid of an ascr#25(1-). C[C@H]1[C@@H](C[C@H]([C@@H](O1)O[C@H](C)CCCCCCCCCC/C=C/C(=O)O)O)O